prop-2-enoyl-1,4-diazepane C(C=C)(=O)N1CCNCCC1